C[Si]1(CCC(CC1)NC(=O)C1=CC=2N=C(SC2N1)C)C N-(1,1-Dimethylsilacyclohexane-4-yl)-2-methyl-4H-pyrrolo[3,2-d]thiazole-5-carboxamide